3-methyl-N-(4-phenyl-quinolin-8-yl)pyridine-2-sulfonamide CC=1C(=NC=CC1)S(=O)(=O)NC=1C=CC=C2C(=CC=NC12)C1=CC=CC=C1